5-(1'-((1-(4-((4-(2-(3-chloro-5-cyano-4-methoxyphenyl)propan-2-yl)phenoxy)methyl)pyrimidin-2-yl)piperidin-4-yl)methyl)-[4,4'-bipiperidin]-1-yl)-N-(2,6-dioxopiperidin-3-yl)picolinamide ClC=1C=C(C=C(C1OC)C#N)C(C)(C)C1=CC=C(OCC2=NC(=NC=C2)N2CCC(CC2)CN2CCC(CC2)C2CCN(CC2)C=2C=CC(=NC2)C(=O)NC2C(NC(CC2)=O)=O)C=C1